zinc tri-glycine NCC(=O)O.NCC(=O)O.NCC(=O)O.[Zn]